4-(1,4-dioxospiro[4.5]decan-8-yl)piperazin-2-one O=C1CCC(C12CCC(CC2)N2CC(NCC2)=O)=O